α-acetylbutyrolactone C(C)(=O)C1C(=O)OCC1